C(C1=CC=CC=C1)OON=C(C=CC=1C=CC=2N(C3=CC=CC=C3C2C1)CC)C=CC=1C=CC=2N(C3=CC=CC=C3C2C1)CC 1,5-bis(9-ethyl-9H-carbazol-3-yl)penta-1,4-dien-3-one O-benzoxy oxime